O=C(CN1CCC(CC1)NC1=C2C=CC=NC2=C(C=C1)C(=O)NC1=NC=CC=C1)N1[C@@H](C[C@@H](C1)F)C#N 5-[[1-[2-Oxo-2-[(2S,4S)-2-cyano-4-fluoro-pyrrolidin-1-yl]ethyl]-4-piperidyl]amino]-N-(2-pyridyl)chinolin-8-carboxamid